tert-Butyl (2-(5-bromopyridin-2-yl)-2-(4-iodo-1H-pyrazol-1-yl)ethyl)carbamate BrC=1C=CC(=NC1)C(CNC(OC(C)(C)C)=O)N1N=CC(=C1)I